ClC1=C(C=C(CCC2CCN(CC2)C(=O)OC(C)(C)C)C=C1)OC tert-butyl 4-(4-chloro-3-methoxyphenethyl)piperidine-1-carboxylate